COC1C=C(/C=C/C(=O)NCCC2=CNC3C=CC(O)=CC2=3)C=CC=1O N-feruloylserotonin